2-(3-cyano-1-isopropyl-1H-indol-5-yl)isonicotinic acid C(#N)C1=CN(C2=CC=C(C=C12)C=1C=C(C(=O)O)C=CN1)C(C)C